C1(=CC=CC2=CC3=CC=CC=C3C=C12)C1C2C3C4C=CC(C3C(C1)C2)C4 8-(anthracenyl)-tetracyclo[4.4.0.12,5.17,10]-3-dodecene